S1N=CNC1=O 1,2,4-thiadiazol-5(4H)-one